5-hydroxyl-Methylcytosine OC=1C(=NC(NC1)=O)NC